NC1=NC=CC(=C1F)CC=1C(=C(C(=C(C(=O)NOCCC=C)C1)NC1=C(C=C(C=C1)I)F)F)F 5-((2-amino-3-fluoropyridin-4-yl)methyl)-N-(but-3-en-1-yloxy)-3,4-difluoro-2-((2-fluoro-4-iodophenyl)amino)benzamide